2,8-Dibromo-1,7-naphthyridin-6-amine BrC1=NC2=C(N=C(C=C2C=C1)N)Br